[(1-methylethyl)phenyl](methylphenyl)iodonium tetrakis(pentafluorophenyl)borate FC1=C(C(=C(C(=C1[B-](C1=C(C(=C(C(=C1F)F)F)F)F)(C1=C(C(=C(C(=C1F)F)F)F)F)C1=C(C(=C(C(=C1F)F)F)F)F)F)F)F)F.CC(C)C1=C(C=CC=C1)[I+]C1=C(C=CC=C1)C